CC1=NC=C(C=N1)C=1C=C2C(=CNC2=CC1)C(=O)N 5-(2-methylpyrimidin-5-yl)-1H-indole-3-carboxamide